BrC=1C=CC(=NC1)NC(C=1NC(=C(N1)S(=O)(=O)C)C)C1=CC(=C(C=C1)F)Cl 5-bromo-N-((3-chloro-4-fluorophenyl)(5-methyl-4-(methylsulfonyl)-1H-imidazol-2-yl)methyl)pyridin-2-amine